N1(CCOCC1)C(=O)C1=CC=C(C2=C1N=C(O2)N2CC1N(C(C2)C1)C(=O)OC(C)(C)C)C=1SC=CN1 tert-Butyl 3-(4-(morpholine-4-carbonyl)-7-(thiazol-2-yl)benzo[d]oxazol-2-yl)-3,6-diazabicyclo[3.1.1]heptane-6-carboxylate